(E)-2-(4-(2-(5-((3,5-difluorophenyl)sulfonamido)-1H-indazol-3-yl)vinyl)-1H-pyrazol-1-yl)-N,N-dimethylacetamide FC=1C=C(C=C(C1)F)S(=O)(=O)NC=1C=C2C(=NNC2=CC1)/C=C/C=1C=NN(C1)CC(=O)N(C)C